2-((4-(6-((4-Chloro-2-fluorobenzyl)oxy)pyridin-2-yl)-2-(trifluoromethyl)piperazin-1-yl)methyl)-1-(2-methoxyethyl)-1H-benzo[d]imidazole-6-carboxylic acid ClC1=CC(=C(COC2=CC=CC(=N2)N2CC(N(CC2)CC2=NC3=C(N2CCOC)C=C(C=C3)C(=O)O)C(F)(F)F)C=C1)F